C(C#C)N1CC2=CC=CC=C2C1 2-(prop-2-yn-1-yl)isoindoline